C(C)(C)(C)OC(=O)N1[C@@H](C[C@H](C1)CC=C)C(=O)O (2s,4r)-1-(tert-butoxycarbonyl)-4-(prop-2-en-1-yl)pyrrolidine-2-carboxylic acid